benzyl 3-(1-benzylpyrazol-4-yl)-4-oxo-piperidine-1-carboxylate C(C1=CC=CC=C1)N1N=CC(=C1)C1CN(CCC1=O)C(=O)OCC1=CC=CC=C1